CN1N=CC(=N1)C=1C=CC(=NC1)N 5-(2-methyltriazol-4-yl)pyridin-2-amine